ClC1=NC=C(C=N1)NC1=NC=CC2=CC(=CC=C12)OCC1CC1 N-(2-chloropyrimidin-5-yl)-6-(cyclopropylmethoxy)isoquinoline-1-amine